2-(1-fluoroethoxy)aniline FC(C)OC1=C(N)C=CC=C1